[Na+].O1CCN(CC1)C=1C=C(C=CC1)CS(=O)(=O)[O-] (3-morpholinophenyl)methanesulfonic acid sodium salt